ethyl 2-[4-isopropyl-2-[(4-methoxyphenyl)methyl-methyl-amino]-7-oxo-thieno[2,3-d]pyridazin-6-yl]acetate C(C)(C)C=1C2=C(C(N(N1)CC(=O)OCC)=O)SC(=C2)N(C)CC2=CC=C(C=C2)OC